BrC1=CC(=C(C(=O)O)C=C1)N1CC[Si](CC1)(C)C 4-bromo-2-(4,4-dimethyl-1,4-azasilinan-1-yl)benzoic acid